FC=1C(=CC2=C(C(NC=3CNCC(C23)N(C(=O)C=2NC3=CC(=CC(=C3C2)F)F)C)=O)C1)F N-(8,9-Difluoro-6-oxo-1,2,3,4,5,6-hexahydrobenzo[c][1,7]naphthyridin-1-yl)-4,6-difluoro-N-methyl-1H-indole-2-carboxamide